(9R)-9-(4-phenoxyphenyl)-3,4,6,7,8,9-hexahydropyrazino[2,1-c][1,2,4]thiadiazine 2,2-dioxide O(C1=CC=CC=C1)C1=CC=C(C=C1)[C@H]1NCCN2C1=NS(CC2)(=O)=O